N(=C=O)C(C)O[Si](OCC)(OCC)C Isocyanato-methyl-triethoxysilan